(1s,4s)-4-((2-((2-(1-(Cyclopropylsulfonyl)-1H-pyrazol-4-yl)pyrimidin-4-yl)amino)-5-((1-(3-(dimethylamino)propyl)-1H-pyrazol-4-yl)ethynyl)pyridin-4-yl)amino)cyclohexan-1-ol C1(CC1)S(=O)(=O)N1N=CC(=C1)C1=NC=CC(=N1)NC1=NC=C(C(=C1)NC1CCC(CC1)O)C#CC=1C=NN(C1)CCCN(C)C